C(C)C1=CC=C(C=C1)I 1-ethyl-4-iodo-benzene